[(3s,4s)-1-[3-[5-acetyl-6-(3-cyano-5-methylpyrazol-1-yl)pyridin-2-yl]pyrazolo[1,5-a]pyridin-6-yl]-4-fluoropyrrolidin-3-yl]carbamate C(C)(=O)C=1C=CC(=NC1N1N=C(C=C1C)C#N)C=1C=NN2C1C=CC(=C2)N2C[C@@H]([C@H](C2)F)NC([O-])=O